1-(4-[(2-Chloro-6-fluorophenyl)carbamoyl]-3-{[(2S)-1,1,1-trifluoropropan-2-yl]oxy}phenyl)-4-ethyl-5-oxo-4,5-dihydro-1H-1,2,4-triazol ClC1=C(C(=CC=C1)F)NC(=O)C1=C(C=C(C=C1)N1N=CN(C1=O)CC)O[C@H](C(F)(F)F)C